tert-Butyl (4-(3-(6-chloropyridin-2-yl)-1-((2-(trimethylsilyl)ethoxy)methyl)-1H-pyrazolo[3,4-c]pyridin-5-yl)-3-fluoro-5-methylbenzyl)(methyl)carbamate ClC1=CC=CC(=N1)C1=NN(C2=CN=C(C=C21)C2=C(C=C(CN(C(OC(C)(C)C)=O)C)C=C2C)F)COCC[Si](C)(C)C